tris(3-aminopropyl)propylsilane NCCC[Si](CCC)(CCCN)CCCN